BrC1=NC=CC(=C1OC)CC(C(=O)OCC)C(C)=O ethyl 2-[(2-bromo-3-methoxy-4-pyridinyl) methyl]-3-oxo-butyrate